CN(CCN(C1=C(C=C(C=C1)NC=1N=C(C2=C(N1)CCOC2)C2=CN(C1=CC=CC=C21)C)NC(C)=O)CC)C N-(2-((2-(dimethylamino)ethyl)(ethyl)amino)-5-((4-(1-methyl-1H-indol-3-yl)-7,8-dihydro-5H-pyrano[4,3-d]pyrimidin-2-yl)amino)phenyl)acetamide